ClC=1C=C2CCN([C@H](C2=C(C1)Cl)C)C(=O)[C@H]1CN(CCO1)C=1C2=C(C=NC1)N=C(O2)NCCN2CCOCC2 ((S)-6,8-dichloro-1-methyl-3,4-dihydroisoquinolin-2(1H)-yl)((R)-4-(2-((2-morpholinoethyl)amino)oxazolo[4,5-c]pyridin-7-yl)morpholin-2-yl)methanone